C(CCCCCCCCCCC)NCCCCCCCCCCCCN N-dodecyldodecane-1,12-diamine